2-[2-hydrazinylidene-imidazolidin-1-yl]-3-methylbutanoic acid N(N)=C1N(CCN1)C(C(=O)O)C(C)C